BrC=1C=NC(=C(C(=O)N(COC)C2CC2)C1)Cl 5-bromo-2-chloro-N-cyclopropyl-N-(methoxymethyl)nicotinamide